[N+](=O)([O-])C=C1NCCCN1 2-(nitromethylene)hexahydropyrimidine